ClC=1C=C(C=C(C1)Cl)[C@H](CC(=O)O)NC(=O)C1CC2(C1)CC(C2)NC(CCC2=NC=1NCCCC1C=C2)=O (S)-3-(3,5-dichlorophenyl)-3-(6-(3-(5,6,7,8-tetrahydro-1,8-naphthyridin-2-yl)propanamido)spiro[3.3]heptane-2-carboxamido)propionic acid